4,8-bisacryloylthiomethyl-3,6,9-trithiaundecane C(C=C)(=O)SCC(SCC)CSCC(SCC)CSC(C=C)=O